sodium benzoyl-sulfonate tert-butyl-(2R,5S)-4-(2-(1-hydroxyethyl)-5-methyl-6-oxo-5,6-dihydroimidazo[1,2-b]pyridazin-8-yl)-2,5-dimethylpiperazine-1-carboxylate C(C)(C)(C)OC(=O)N1[C@@H](CN([C@H](C1)C)C=1C=2N(N(C(C1)=O)C)C=C(N2)C(C)O)C.C(C2=CC=CC=C2)(=O)S(=O)(=O)[O-].[Na+]